7-((4-(6-methylcarbamoyl-2-fluoropyridin-3-yl)piperazin-1-yl)methyl)-6-fluoro-1,2,3,5-tetrahydro-4H-cyclopenta[c]quinolin-4-one CNC(=O)C1=CC=C(C(=N1)F)N1CCN(CC1)CC=1C=CC=2C3=C(C(NC2C1F)=O)CCC3